2-((3-((tert-butyldimethylsilyl)oxy)propyl)(methyl)amino)ethan-1-ol [Si](C)(C)(C(C)(C)C)OCCCN(CCO)C